(3S)-3-amino-6-(3-(4-((E)-4-(dimethylamino)but-2-enoyl)piperazin-1-yl)-2-hydroxypropyl)-7-fluoro-1-methyl-3,4,5,6-tetrahydrobenzo[b][1,4]diazocin-2(1H)-one N[C@H]1CCN(C2=C(N(C1=O)C)C=CC=C2F)CC(CN2CCN(CC2)C(\C=C\CN(C)C)=O)O